(S)-4-chloro-2'-mercapto-3-methyl-5',8'-dihydro-6'H-spiro[inden-1,7'-quinazolin]-4'-ol ClC1=C2C(=C[C@@]3(CCC=4C(=NC(=NC4C3)S)O)C2=CC=C1)C